NCC1=CC(=C(C=C1)NC(=O)C1=CC2=C(OCCC3=C2SC=C3)C=C1C=1C(=NC(=CC1)C(NC1(CCCCC1)C)=O)C(=O)OC)C methyl 3-(9-((4-(aminomethyl)-2-methylphenyl)carbamoyl)-4,5-dihydrobenzo[b]thieno[2,3-d]oxepin-8-yl)-6-((1-methylcyclohexyl)carbamoyl)picolinate